2-((2R,4S)-2-benzyl-4-isopropylazepan-1-yl)-6-morpholinopyrimidin-4(3H)-one C(C1=CC=CC=C1)[C@@H]1N(CCC[C@@H](C1)C(C)C)C1=NC(=CC(N1)=O)N1CCOCC1